[Br-].CN(C=1C=C(C=2C(C3=C(C=C(C=C3N(C2C1)C)N(C)C)OC)C1=C(C=C(C=C1C)C)C)OC)C 3,6-bis(dimethylamino)-9-mesityl-1,8-dimethoxy-10-methylacridine bromide